BrC1=C(C=CC(=C1)CCBr)S(=O)(=O)[O-].[Na+] sodium 2-bromo-4-(2-bromoethyl)benzenesulfonate